N-(2,6-diisopropylphenyl)benzamide C(C)(C)C1=C(C(=CC=C1)C(C)C)NC(C1=CC=CC=C1)=O